C1(=CC=CC=C1)C1CCC1 PHENYLCYCLOBUTANE